C[C@H]1[C@@H]2[C@H](CC(=C3[C@@H]([C@H]2OC1=O)C(=CC3=O)CO)C)O The molecule is a sesquiterpene lactone obtained by formal hydrogenation across the 11,13-double bond of lactucin. Found in chicory It has a role as a plant metabolite. It is an azulenofuran, a cyclic terpene ketone, an enone, a secondary alcohol, a sesquiterpene lactone and a primary alcohol. It derives from a lactucin.